C(#N)C=1C=C2C=NN(C2=CC1)C[C@@H]1CC[C@H](CC1)C(=O)OC methyl trans-4-[(5-cyanoindazol-1-yl)methyl]cyclohexanecarboxylate